1-(4-(4-((3-chloro-4-((2-(trifluoromethyl)thiazol-5-yl)methoxy)phenyl)amino)-7H-pyrrolo[2,3-d]pyrimidin-5-yl)piperidin-1-yl)prop-2-en-1-one ClC=1C=C(C=CC1OCC1=CN=C(S1)C(F)(F)F)NC=1C2=C(N=CN1)NC=C2C2CCN(CC2)C(C=C)=O